FC1=C2CN(CC2=CC(=C1F)F)C(=O)NC1=CC=C(C=C1)C=1CCN(CC1)C(NC[C@@H](C(C)(C)O)F)=O (S)-4,5,6-trifluoro-N-(4-(1-((2-fluoro-3-hydroxy-3-methyl-butyl)carbamoyl)-1,2,3,6-tetrahydropyridin-4-yl)phenyl)isoindoline-2-carboxamide